OC=1C(=CC2=CN(N=C2C1C)C)C=1N=CC2=C(N1)C=CN(C2=O)[C@@H]2[C@@H]1CN(C(C2)C1)C(=O)OC(C)(C)C Tert-butyl (4S,5S)-5-[2-(6-hydroxy-2,7-dimethyl-indazol-5-yl)-5-oxo-pyrido[4,3-d]pyrimidin-6-yl]-2-azabicyclo[2.2.1]heptane-2-carboxylate